F[C@@H]1C[C@@]2(CCCN2C1)COC=1N=C(C2=C(N1)C(=C(N=C2)C2=CC(=CC1=CC=CC=C21)O)F)C21CCNCC1C2 4-(2-{[(2R,7aS)-2-fluoro-hexahydro-1H-pyrrolizin-7a-yl]methoxy}-4-{3-azabicyclo[4.1.0]heptan-6-yl}-8-fluoropyrido[4,3-d]pyrimidin-7-yl)naphthalen-2-ol